N1(CCCC12CCNCC2)CC=2C(=C(C=CC2)N2CCOCC2)Cl 4-(3-((1,8-diazaspiro[4.5]decan-1-yl)methyl)-2-chlorophenyl)morpholine